ClC=1C(=C2C=NNC2=CC1C)C1=C2C(=C3C(=NC(=NC3=C1)OC[C@H]1N(CCC1)C)N1CCN(CC1)C(C=C)=O)OCCC2 1-(4-(5-(5-chloro-6-methyl-1H-indazol-4-yl)-8-(((S)-1-methylpyrrolidin-2-yl)methoxy)-3,4-dihydro-2H-pyrano[2,3-f]quinazolin-10-yl)piperazin-1-yl)prop-2-en-1-one